tert-butyl 2-[(1-tert-butoxycarbonylpyrrolidin-3-yl)methoxy]-4-(1,4-oxazepan-4-yl)-5-oxo-7H-pyrrolo[3,4-d]pyrimidine-6-carboxylate C(C)(C)(C)OC(=O)N1CC(CC1)COC=1N=C(C2=C(N1)CN(C2=O)C(=O)OC(C)(C)C)N2CCOCCC2